(R)-2-(1-(2-(1,3,4-oxadiazol-2-yl)-2-azaspiro[3.4]octan-6-yl)piperidin-4-yl)phenol O1C(=NN=C1)N1CC2(C1)C[C@@H](CC2)N2CCC(CC2)C2=C(C=CC=C2)O